N1=CC=C(C=C1)OCC1=CC=C(C=C1)B(O)O 4-((PYRIDIN-4-YLOXY)METHYL)PHENYLBORONIC ACID